OCC[C@H]1C(OC=2C=C(C=C(C2[C@@H]1CO)O)C(C)(CCCCCC)C)(C)C (3R,4R)-3-(2-Hydroxyethyl)-4-(hydroxymethyl)-2,2-dimethyl-7-(2-methyloctan-2-yl)-3,4-dihydrochromen-5-ol